CC1=C(C=C(C=C1)NC(C1=CC=C(C=C1)NC1=NC=C(C(=N1)NC1=CC=C(C=C1)N1CCN(CC1)C)C)=O)S(N)(=O)=O N-(4-methyl-3-sulfamoylphenyl)-4-((5-methyl-4-((4-(4-methylpiperazin-1-yl)phenyl)amino)pyrimidin-2-yl)amino)benzamide